C(#N)C1=CC=2N(N=C1)C(=CC2)C2=CC(=C(C=N2)C2=NN=C(S2)N2C[C@@H]1COC[C@H](C2)C1NC(C)=O)NC(C)C N-((1R,5S)-7-(5-(6-(3-cyanopyrrolo[1,2-b]pyridazin-7-yl)-4-(isopropylamino)pyridin-3-yl)-1,3,4-thiadiazol-2-yl)-3-oxa-7-azabicyclo[3.3.1]nonan-9-yl)acetamide